8-fluoro-2-(1H-pyrazol-4-yl)quinoxaline FC=1C=CC=C2N=CC(=NC12)C=1C=NNC1